C(N)(OC(C1=CC=C(C=C1)N(C)C)(CC1=CC=C(C=C1)OC)CCN(CCOC(N(CC1=CC=C(C=C1)OC)CC1=CC=C(C=C1)N(C)C)=O)C)=O 3-oxo-1-(4-methoxyphenyl)-2-(4-dimethylaminobenzyl)-4-oxa-2,7-diaza-7-methyl-nonan-9-yl-(4-methoxybenzyl)(4-dimethylaminobenzyl) carbamate